CN1C(C(=CC2=C1N=CN=C2N[C@H](C)C2=CC(=CC=C2)C(F)(F)F)[C@H]2CNCCC2)=O 8-methyl-6-((S)-piperidin-3-yl)-4-(((R)-1-(3-(trifluoromethyl)phenyl)ethyl)amino)Pyrido[2,3-d]pyrimidin-7(8H)-one